CC1=C(C(=C(C(=C1CN=[N+]=[N-])C)CN=[N+]=[N-])C)CN=[N+]=[N-] 1,3,5-trimethyl-2,4,6-triazidomethylbenzene